C(C)(C)(C)OC(=O)N1C([C@@H](CC1(C)C)C[C@@H]1N(C(OC1)(C)C)C(=O)OC(C)(C)C)=O |o1:9| tert-butyl (S)-4-(((R*)-1-(tert-butoxycarbonyl)-5,5-dimethyl-2-oxopyrrolidin-3-yl)methyl)-2,2-dimethyloxazolidine-3-carboxylate